ClC1=C(C=CC=C1)C1=NC(=CC(=N1)C1=CC=CC=C1)C1=CC=CC=C1 2-(2-chlorophenyl)-4,6-diphenylpyrimidine